P(=O)([O-])([O-])[O-].[Ca+2].P(=O)([O-])([O-])[O-].[Ca+2].[Ca+2] calcium(II) phosphate